CN(C=1C=C(C=CC1F)C1=CC(=C(C=C1)OC)NC1=NC=NC2=CC(=C(C=C12)OC1CCN(CC1)C(C=C)=O)OC)C 1-(4-((4-((3'-(dimethylamino)-4'-fluoro-4-methoxy-[1,1'-biphenyl]-3-yl)amino)-7-Methoxyquinazolin-6-yl)oxy)piperidin-1-yl)prop-2-en-1-one